ClC1=C(C(=O)N2CCN(CC2)C(=O)C2CCN(CC2)C(=O)OC(C)(C)C)C=CC(=C1)NC(=O)C=1N(C(=CC1)C=1C(=NC(=C(C1)F)NC)F)C tert-butyl 4-[4-[2-chloro-4-[[5-[2,5-difluoro-6-(methylamino)-3-pyridyl]-1-methyl-azole-2-carbonyl]amino]benzoyl]piperazine-1-carbonyl]piperidine-1-carboxylate